CC=1C=C2C=CC=3N(C2=CC1)C(=CC3C(=O)OCC)C(C3=CC=C(C=C3)C)=O Ethyl 7-methyl-1-(4-methylbenzoyl)pyrrolo[1,2-a]quinoline-3-carboxylate